[Na+].C(C)(=O)[O-].C(C)(=O)[O-].[Na+] diacetate sodium salt